N-(2-(ethylsulfanyl)-4-(6-fluoro-3,4-dihydroisoquinoline-2(1H)-yl-4,4-d2)-6-methylphenyl)-3,3-dimethylbutylamine C(C)SC1=C(C(=CC(=C1)N1CC2=CC=C(C=C2C(C1)([2H])[2H])F)C)NCCC(C)(C)C